1-(4,5-dimethyl-2-nitrophenyl)-2,2-dimethylpropanol CC1=CC(=C(C=C1C)C(C(C)(C)C)O)[N+](=O)[O-]